NC[C@H](CC(=O)O)C[C@@H](CCC)C (3S,5R)-3-Aminomethyl-5-methyl-octanoic acid